(Z)-9-(4-amino-2-fluoro-but-2-en-1-yl)-7-methyl-6-(3-(methylsulfonyl)phenyl)-7,9-dihydro-8H-purin-8-one hydrochloride Cl.NC\C=C(\CN1C2=NC=NC(=C2N(C1=O)C)C1=CC(=CC=C1)S(=O)(=O)C)/F